4-methyl-N-[6-(7-methylspiro[2H-benzofuran-3,1'-cyclopropane]-4-yl)oxy-3-pyridyl]-3-nitro-pyridin-2-amine CC1=C(C(=NC=C1)NC=1C=NC(=CC1)OC1=CC=C(C2=C1C1(CC1)CO2)C)[N+](=O)[O-]